2-(6-chloro-5-methylpyrazin-2-yl)-6-(thiazol-2-yl)pyridin-4-amine ClC1=C(N=CC(=N1)C1=NC(=CC(=C1)N)C=1SC=CN1)C